5'-chloro-1'-methyl-spiro[cyclopropane-1,3'-pyrrolo[3,2-B]pyridin]-2'(1'H)-one ClC1=CC=C2C(=N1)C1(C(N2C)=O)CC1